NC(=O)N.[C] carbon aminoketone